tert-Butyl (3-formylbicyclo[1.1.1]pentan-1-yl)carbamate C(=O)C12CC(C1)(C2)NC(OC(C)(C)C)=O